FC1=C(C(=O)NCC23CCC(CC2)(CC3)N3N=C2C=C(C=CC2=C3)C3=NC=CC=N3)C=C(C(=C1F)OCC1=CC=C(C=C1)OC)F 2,3,5-trifluoro-4-[(4-methoxyphenyl)methoxy]-N-({4-[6-(pyrimidin-2-yl)-2H-indazol-2-yl]bicyclo[2.2.2]octan-1-yl}methyl)benzamide